N1(N=NC2=C1C=CC=C2)OC2=C(NC=C2)P(C=2NC=CC2)C=2NC=CC2 benzotriazol-1-yl-oxy-tripyrrolylphosphine